NC1=CC=C(C(=N1)Cl)C1=CN=C(N1)C1CN2C(CC3(CC3)[C@@H]2C2=C1C=1C(=C(C=NC2)Cl)C(=CC(C1)=O)F)=O |o1:21| (R*)-12-(5-(6-amino-2-chloropyridin-3-yl)-1H-imidazol-2-yl)-7-chloro-8-fluoro-13,14-dihydro-2H-spiro[benzo[5,6]azocino[4,3-g]indolizine-3,1'-cyclopropane]-1,10(4H,12H)-dione